tert-butyl 4-[4-(2-ethoxy-2-oxoethyl)-3-fluorophenyl]-3,6-dihydro-2H-pyridine-1-carboxylate C(C)OC(CC1=C(C=C(C=C1)C=1CCN(CC1)C(=O)OC(C)(C)C)F)=O